C(C)(C)(C)OC(=O)N[C@@H]1CC[C@H](CC1)C1=C(C(N=C(N1)C1=NC=C(C=C1F)F)C1=C(C(=C(C=C1)F)F)Cl)C(=O)OC (trans)-Methyl 6-(4-((tert-butoxycarbonyl)amino)cyclohexyl)-4-(2-chloro-3,4-difluorophenyl)-2-(3,5-difluoropyridin-2-yl)-1,4-dihydropyrimidine-5-carboxylate